4-[(4-ethoxyphenyl)azo]phenylmaleimide C(C)OC1=CC=C(C=C1)N=NC1=CC=C(C=C1)C=1C(=O)NC(C1)=O